tert-butyl (6S,7S)-6-[[3-[2-[2-[tert-butoxycarbonyl (methyl) amino] ethoxy] phenyl]-2-fluoro-phenyl] methyl]-7-(difluoromethyl sulfonylamino)-5-azaspiro[2.4]heptane-5-carboxylate C(C)(C)(C)OC(=O)N(CCOC1=C(C=CC=C1)C=1C(=C(C=CC1)C[C@@H]1N(CC2(CC2)[C@@H]1NS(=O)(=O)C(F)F)C(=O)OC(C)(C)C)F)C